ClC1=C(C(=NN1C)C1=NOC(=C1)C)CN1CC(CCC1)CNCCC(C)C N-((1-((5-Chloro-1-methyl-3-(5-methylisoxazol-3-yl)-1H-pyrazol-4-yl)methyl)piperidin-3-yl)methyl)-3-methylbutan-1-amine